(R)-3-hydroxy-1-(2-hydroxy-2-(2-methoxyphenyl)ethyl)-2-methylpyridin-4(1H)-one OC1=C(N(C=CC1=O)C[C@@H](C1=C(C=CC=C1)OC)O)C